(R)-3-(2-(6-((5-acrylamido-2-methoxy-4-(4-methylpiperazin-1-yl)phenyl)-amino)pyrimidin-4-yl)isoxazolidin-3-yl)-N-(pyridin-2-yl)benzamide C(C=C)(=O)NC=1C(=CC(=C(C1)NC1=CC(=NC=N1)N1OCC[C@@H]1C=1C=C(C(=O)NC2=NC=CC=C2)C=CC1)OC)N1CCN(CC1)C